2-tert-butylperoxy-2-methyl-propane C(C)(C)(C)OOC(C)(C)C